tert-Butyl N-(4-bromo-1,3-benzoxazol-2-yl)carbamate BrC1=CC=CC2=C1N=C(O2)NC(OC(C)(C)C)=O